C(=O)(O)C(CC1(CCCC1)C(=O)NC[C@H](O)C(=O)O)CCC1=CC=CC=C1 N-[1-(2-carboxy-4-phenylbutyl)-cyclopentanecarbonyl]-(S)-isoserine